methoxy-1H-pyrazolo[4,3-c]quinolin CON1N=CC=2C=NC=3C=CC=CC3C21